1-chloro-2,3-dihydro-1H-indene-5-carboxylic acid methyl ester COC(=O)C=1C=C2CCC(C2=CC1)Cl